cis-aconitic amide C(/C(=C/C(=O)N)/C(=O)O)C(=O)O